2-bromo-5-fluoro-4-[1-methyl-4-(trifluoromethyl)imidazol-2-yl]benzoic acid BrC1=C(C(=O)O)C=C(C(=C1)C=1N(C=C(N1)C(F)(F)F)C)F